Mevalonic acid di(methyl hydroxyvalerate) phosphate P(=O)(O)(O)O.CC(C(=O)O)(CCC)O.CC(C(=O)O)(CCC)O.C(C[C@@](O)(C)CCO)(=O)O